FC1=CC=C(C=C1)CN1N=CC2=CC=CC=C12 1-[(4-fluorophenyl)methyl]-1H-indazol